2-(5-chloro-2-methoxy-4-pyridinyl)-6,7-dihydro-4H-pyrazolo[1,5-a]pyrazine-5-carboxylic acid tert-butyl ester C(C)(C)(C)OC(=O)N1CC=2N(CC1)N=C(C2)C2=CC(=NC=C2Cl)OC